N-[4-carbamoyl-5-[4-[2-[[3-(2,2-dimethylpropyl)isoxazol-5-yl]amino]-2-oxo-ethyl]-2,3-difluoro-phenyl]-2-isopropyl-pyrazol-3-yl]carbamic acid tert-butyl ester C(C)(C)(C)OC(NC=1N(N=C(C1C(N)=O)C1=C(C(=C(C=C1)CC(=O)NC1=CC(=NO1)CC(C)(C)C)F)F)C(C)C)=O